IC1=CN=C2N1N=C(C=C2)N2C[C@@H](CC2)C(=O)NC2=CC(=C(C=C2)CN2CCN(CC2)C)C(F)(F)F (R)-1-(3-iodoimidazo[1,2-b]pyridazin-6-yl)-N-(4-((4-methylpiperazin-1-yl)methyl)-3-(trifluoromethyl)phenyl)pyrrolidine-3-carboxamide